2-(6-bromonaphthalen-2-yl)-4,6-diphenyl-1,3,5-triazine BrC=1C=C2C=CC(=CC2=CC1)C1=NC(=NC(=N1)C1=CC=CC=C1)C1=CC=CC=C1